tetrahydrofuran-3-amine methanesulfonate CS(=O)(=O)O.O1CC(CC1)N